FC1(CC(C1)C1=NNC(=N1)C1CC2(CN(C2)C(=O)N2CC3(C2)CC(C3)CC3=NC=C(C=C3)S(=O)(=O)C)C1)F [6-[3-(3,3-difluorocyclobutyl)-1H-1,2,4-triazol-5-yl]-2-azaspiro[3.3]heptan-2-yl]-[6-[(5-mesyl-2-pyridyl)methyl]-2-azaspiro[3.3]heptan-2-yl]methanone